N,N-bis(4-bromophenyl)-4-(2-naphthyl)-[1,1':2',1''-terphenyl]-4'-amine BrC1=CC=C(C=C1)N(C=1C=C(C(=CC1)C1=CC=C(C=C1)C1=CC2=CC=CC=C2C=C1)C1=CC=CC=C1)C1=CC=C(C=C1)Br